2-[[6-[5-ethyl-3-methyl-4-oxo-6-(trifluoromethyl)imidazo[4,5-c]pyridin-2-yl]-5-ethylsulfonyl-3-pyridinyl]oxy]-2-methyl-propionitrile C(C)N1C(C2=C(C=C1C(F)(F)F)N=C(N2C)C2=C(C=C(C=N2)OC(C#N)(C)C)S(=O)(=O)CC)=O